C(C)(=O)N([C@@H]1[C@H](CC(C(O)=O)(O)O[C@H]1[C@H](O)[C@](O)(CO)C(C)=O)O)C(C)=O 5-N-acetyl-8-acetyl-N-acetyl-neuraminic acid